FC=1C=C2[C@H]3CCCN3C=3C=CN4N=CC(C(NCC(COC2=NC1)(C)C)=O)=C4N3 (6R)-9-fluoro-15,15-dimethyl-13-oxa-2,11,17,21,22,25-hexaazapentacyclo[17.5.2.02,6.07,12.022,26]hexacosa-1(25),7,9,11,19(26),20,23-heptaen-18-one